2-((7-bromo-4-methylbenzofuran-2-yl)methyl)isoindoline-1,3-dione BrC1=CC=C(C=2C=C(OC21)CN2C(C1=CC=CC=C1C2=O)=O)C